2-(3-methoxyphenyl)acetaldehyde COC=1C=C(C=CC1)CC=O